C[C@H]1OCC[C@H](C1)N1C(=NC=2C=NC=3C=CC(=CC3C21)C(F)(F)F)CC=2SC(=NN2)C 1-[(2r,4r)-2-methyltetrahydro-2H-pyran-4-yl]-2-[(5-methyl-1,3,4-thiadiazol-2-yl)methyl]-8-(trifluoromethyl)-1H-imidazo[4,5-c]quinoline